6-chloro-2-[(4-methoxyphenyl)methyl]-1H-pyrrolo[3,4-c]pyridin-3-one ClC1=CC2=C(C=N1)C(N(C2)CC2=CC=C(C=C2)OC)=O